(Hexyloxy)-4-biphenylcarbonitrile C(CCCCC)OC1=C(C=CC(=C1)C#N)C1=CC=CC=C1